C(C)(C)C1C(N(C(N1C=1N=C2N(CCOC3=C2C=CC(=C3)N3[C@@H](CCC3)C(=O)N)C1)=O)CCC)=O (2S)-1-(2-(5-isopropyl-2,4-dioxo-3-propylimidazolidine-1-yl)-5,6-dihydrobenzo[f]imidazo[1,2-d][1,4]oxazepin-9-yl)pyrrolidine-2-carboxamide